NC=1N=C2C=CC(=CC2=C2CCCCC12)C(=O)N(CC1=NC=C(C=C1)C(F)(F)F)[C@H](C)C1=NC=CC=N1 6-amino-N-((1R)-1-(2-pyrimidinyl)ethyl)-N-((5-(trifluoromethyl)-2-pyridinyl)methyl)-7,8,9,10-tetrahydro-2-phenanthridinecarboxamide